(E)-3-(2,4-dimethoxy-6-((E)-4-(5-pyrrolyloxy)styryl)phenyl)-1-(2-hydroxy-4-methoxyphenyl)prop-2-en-1-one COC1=C(C(=CC(=C1)OC)\C=C\C1=CC=C(C=C1)OC1=CC=CN1)/C=C/C(=O)C1=C(C=C(C=C1)OC)O